(S)-4-(4-((5-(((2-(2,6-dioxopiperidin-3-yl)-1-oxoisoindolin-4-yl)oxy)methyl)pyrimidin-2-yl)thio)piperidin-1-yl)-3-fluorobenzonitrile O=C1NC(CC[C@@H]1N1C(C2=CC=CC(=C2C1)OCC=1C=NC(=NC1)SC1CCN(CC1)C1=C(C=C(C#N)C=C1)F)=O)=O